O=C(C(=O)[O-])CCC(=O)[O-] c-2-Oxoglutarate